3,5-bis((1-benzyl-1H-1,2,3-triazol-4-yl)methylene)-1-((4-methoxyphenyl)sulfonyl)piperidin-4-one C(C1=CC=CC=C1)N1N=NC(=C1)C=C1CN(CC(C1=O)=CC=1N=NN(C1)CC1=CC=CC=C1)S(=O)(=O)C1=CC=C(C=C1)OC